3-(difluoromethyl)-5,6,7,8-tetrahydroimidazo[1,5-a]pyrazine FC(C1=NC=C2N1CCNC2)F